(4-(2,7-diazaspiro[3.5]nonan-2-yl)piperidin-1-yl)-4-((7,7-difluoro-9-isopropyl-5-methyl-6-oxo-6,7,8,9-tetrahydro-5H-pyrimido[4,5-b][1,4]diazepin-2-yl)amino)-3-methoxybenzamide C1N(CC12CCNCC2)C2CCN(CC2)C2=C(C(=O)N)C=CC(=C2OC)NC=2N=CC1=C(N(CC(C(N1C)=O)(F)F)C(C)C)N2